trans-2-(4-chloro-3-fluorophenoxy)-N-(4-(1-(4-chlorophenyl)-1H-pyrazol-4-yl)cyclohexyl)acetamide ClC1=C(C=C(OCC(=O)N[C@@H]2CC[C@H](CC2)C=2C=NN(C2)C2=CC=C(C=C2)Cl)C=C1)F